tert-butyl 4-((2-(2,3,4,5-tetrafluoro-6-(methylthio)benzamido)ethyl)amino)-7H-pyrrolo[2,3-d]pyrimidine-7-carboxylate FC1=C(C(=O)NCCNC=2C3=C(N=CN2)N(C=C3)C(=O)OC(C)(C)C)C(=C(C(=C1F)F)F)SC